OC1=C(C(=O)N(C2=C(C=CC=C2)N2CCOCC2)C)C=C(C(=C1)O)C(C)C 2,4-dihydroxy-5-isopropyl-N-methyl-N-(2-morpholinylphenyl)benzamide